(13S)-13-methyl-19-(oxan-2-yl)-7,11,14-trioxa-5,19,20,23-tetraazatetracyclo[13.5.2.12,6.018,21]tricosa-1(20),2(23),3,5,15(22),16,18(21)-heptaene C[C@H]1COCCCOC2=NC=CC(C3=NN(C=4C=CC(O1)=CC34)C3OCCCC3)=N2